tert-butyl (2S)-2-((4-(2-(4-((2-(1-hydroxylethyl)pyrimidin-5-yl)oxy)phenyl)propan-2-yl)phenoxy)methyl)azetidin-1-carboxylate OC(C)C1=NC=C(C=N1)OC1=CC=C(C=C1)C(C)(C)C1=CC=C(OC[C@H]2N(CC2)C(=O)OC(C)(C)C)C=C1